C(CCC)N(C(NC1=CC=C(C=C1)OCC#C)=O)CC1=CC=C(C(=O)OC)C=C1 methyl 4-{[butyl({[4-(prop-2-yn-1-yloxy)phenyl]carbamoyl})amino]methyl}benzoate